NC(C)CCCCCC 2-aminooctane